O1CCC(CC1)C(C)C=1C=CC(=NC1)NC(=O)C1CC1 N-(5-(1-(tetrahydro-2H-pyran-4-yl)ethyl)pyridin-2-yl)cyclopropanecarboxamide